(R)-3-((3-(2-(4-chlorophenyl)-2-hydroxyethyl-2-d)-1,2,4-oxadiazol-5-yl)methyl)-1,6-dimethylpyrimidine-2,4(1H,3H)-dione ClC1=CC=C(C=C1)[C@](CC1=NOC(=N1)CN1C(N(C(=CC1=O)C)C)=O)([2H])O